2-Fluoro-2-(4-(1-(4-(trifluoromethoxy)phenyl)-1H-1,2,4-triazol-3-yl)phenyl)ethyl (Z)-(3-(2-isopropylphenyl)-4-oxothiazolidin-2-ylidene)carbamate C(C)(C)C1=C(C=CC=C1)N1/C(/SCC1=O)=N/C(OCC(C1=CC=C(C=C1)C1=NN(C=N1)C1=CC=C(C=C1)OC(F)(F)F)F)=O